6-AMINO-2-METHOXYPYRIDINE-3-BORONIC ACID NC1=CC=C(C(=N1)OC)B(O)O